N,N-dimethyl-2-{3-[2-(methylamino)ethyl]phenoxy}ethan-1-amine CN(CCOC1=CC(=CC=C1)CCNC)C